NCCCCCN(C(CCC(=O)NCCCCCN(C(CCC(=O)N)=O)O)=O)O N-[5-[[4-[5-aminopentyl-(hydroxy)amino]-4-oxobutanoyl]-amino]pentyl]-N-hydroxysuccinamide